2-(1,8-Naphthyridin-2-yl)phenol N1=C(C=CC2=CC=CN=C12)C1=C(C=CC=C1)O